2-(benzyloxy)-1,3-difluoro-4-(trifluoromethyl)benzene C(C1=CC=CC=C1)OC1=C(C=CC(=C1F)C(F)(F)F)F